4-[(3S)-pyrrolidin-3-yl]piperidine-1-carboxylic acid tert-butyl ester C(C)(C)(C)OC(=O)N1CCC(CC1)[C@H]1CNCC1